C1=CC=C2C(=C1)C(=C(N2)O)N=NC(=S)N isatin-β-thiosemicarbazone